allyl-propionyl chloride C(C=C)CCC(=O)Cl